ClC1=NN2C(C(=N1)NC=1N=CN(C1)C1=C(C=CC=C1)F)=CC=C2 2-chloro-N-(1-(2-fluorophenyl)-1H-imidazol-4-yl)pyrrolo[2,1-f][1,2,4]triazin-4-amine